C(C)(CC)[Si](OCCOC)(OCCOC)C(C)CC di-sec-butyl-bis-(2-methoxyethoxy)silane